CN(C(/C=C/CCN(C(OC(C)(C)C)=O)CCOC1=CC=C(C=C1)I)=O)C tert-butyl (E)-(5-(dimethylamino)-5-oxopent-3-en-1-yl)(2-(4-iodophenoxy)ethyl)carbamate